3,2-diazaphosphine P1=NN=CC=C1